ethyl 2-(7-((3-cyano-4-fluorophenyl) carbamoyl)-2,3-dihydro-1H-pyrrolizin-5-yl)-2-oxoacetate C(#N)C=1C=C(C=CC1F)NC(=O)C=1C=C(N2CCCC12)C(C(=O)OCC)=O